ClC1=NC(=C(C(=N1)N1C[C@@H](N(CC1)C(=O)[O-])CC#N)[N+](=O)[O-])CC1(CCC(C2=CC=CC=C12)(C)C)C(=O)OC (2S)-4-(2-Chloro-6-((1-(methoxycarbonyl)-4,4-dimethyl-1,2,3,4-tetrahydronaphthalene-1-yl)methyl)-5-Nitropyrimidin-4-yl)-2-(cyanomethyl)piperazine-1-carboxylate